C1=CC=C(C=C1)N2C=C(C=C(C2=O)C3=CC=CC=C3C#N)C4=CC=CC=N4.C1=CC=C(C=C1)N2C=C(C=C(C2=O)C3=CC=CC=C3C#N)C4=CC=CC=N4.C1=CC=C(C=C1)N2C=C(C=C(C2=O)C3=CC=CC=C3C#N)C4=CC=CC=N4.C1=CC=C(C=C1)N2C=C(C=C(C2=O)C3=CC=CC=C3C#N)C4=CC=CC=N4.O.O.O The molecule is a hydrate obtained by combining four molecules of perampanel with three molecules of water. Used as an adjunctive therapy for the treatment of partial-onset seizures in patients with epilepsy. It has a role as an AMPA receptor antagonist and an anticonvulsant. It contains a perampanel.